(S)-3-METHYLPENT-4-EN-1-OL C[C@@H](CCO)C=C